ClC1=C(C=CC(=C1)F)CC(=O)N1C[C@H](CC[C@H]1C)C(=O)O (3S,6R)-1-(2-(2-chloro-4-fluorophenyl)acetyl)-6-methylpiperidine-3-carboxylic acid